5-(5-(1,3-dimethyl-2-oxo-1,2-dihydroquinolin-5-yl)-8-methyl-5,6,7,8-tetrahydropteridin-2-yl)-N-(3-(4-(2,6-dioxopiperidin-3-yl)benzofuran-2-yl)prop-2-yn-1-yl)picolinamide CN1C(C(=CC2=C(C=CC=C12)N1C=2C=NC(=NC2N(CC1)C)C=1C=CC(=NC1)C(=O)NCC#CC=1OC2=C(C1)C(=CC=C2)C2C(NC(CC2)=O)=O)C)=O